((1-Cyanopyrrolidin-3-yl)methyl)-N-methyl-4-((5-(trifluoromethyl)pyridin-2-yl)oxy)benzenesulfonamide C(#N)N1CC(CC1)CC1=C(C=CC(=C1)OC1=NC=C(C=C1)C(F)(F)F)S(=O)(=O)NC